2-Bromo-3,4,5-trifluoro-6-nitroaniline BrC1=C(N)C(=C(C(=C1F)F)F)[N+](=O)[O-]